tert-butyl 3-{3-[(4,6-difluoro-1,3-benzothiazol-2-yl)carbamoyl]piperidin-1-yl}pyrrolidine-1-carboxylate FC1=CC(=CC2=C1N=C(S2)NC(=O)C2CN(CCC2)C2CN(CC2)C(=O)OC(C)(C)C)F